(4-methyl-1,2,5-oxadiazol-3-yl)methanone CC=1C(=NON1)C=O